diphenyl-ethoxypropoxysilane tert-butyl-(R)-4-(2-fluoropyridin-4-yl)-2-methylpiperazine-1-carboxylate C(C)(C)(C)OC(=O)N1[C@@H](CN(CC1)C1=CC(=NC=C1)F)C.C1(=CC=CC=C1)[SiH](OCCCOCC)C1=CC=CC=C1